3-(4-Decoxyphenyl)-1-(2-hydroxyphenyl)prop-2-en-1-one C(CCCCCCCCC)OC1=CC=C(C=C1)C=CC(=O)C1=C(C=CC=C1)O